1-[5-chloro-1-({3-[2-(4-chlorophenyl)ethyl]-1,2,4-oxadiazol-5-yl}methyl)-6-oxo-1,6-dihydropyridazin-4-yl]azetidine-3-carboxamide ClC1=C(C=NN(C1=O)CC1=NC(=NO1)CCC1=CC=C(C=C1)Cl)N1CC(C1)C(=O)N